FC1=C(C=C(C=C1C)C1=C(C=CC=C1C)O)[C@H](CC(=O)OCC)NC(C(N1C(C2=C(C=C1)OC=C2)=O)C2=C(C=CC(=C2)CO)F)=O ethyl (3S)-3-{4-fluoro-2'-hydroxy-5,6'-dimethyl-[1,1'-biphenyl]-3-yl}-3-{2-[2-fluoro-5-(hydroxymethyl)phenyl]-2-{4-oxofuro[3,2-c]pyridin-5-yl}acetamido}propanoate